tert-butyl (S)-5-amino-4-(5-(((1R,2R,3S)-rel-2-((tert-butoxycarbonyl)amino)-3-hydroxycyclohexyl)methyl)-1-oxoisoindolin-2-yl)-5-oxopentanoate NC([C@H](CCC(=O)OC(C)(C)C)N1C(C2=CC=C(C=C2C1)C[C@@H]1[C@H]([C@H](CCC1)O)NC(=O)OC(C)(C)C)=O)=O |o1:22,23,24|